2-((N,N-dimethyl-sulfamoyl)amino)-4-fluorobenzoic acid CN(S(=O)(=O)NC1=C(C(=O)O)C=CC(=C1)F)C